CC1=C(C=CC=C1)CC=1SC(=CC1)C1=CC=C(C=C1)F 4-methyl-3-[5-(4-fluorophenyl)-2-thienylmethyl]benzene